methyl (S)-1,4-dioxa-7-azaspiro[4.4]nonane-8-carboxylate hydrochloride Cl.O1CCOC12CN[C@@H](C2)C(=O)OC